6-((4-methoxybenzyl)oxy)-6-oxo-oxohexanoic acid COC1=CC=C(COC(CCCC(C(=O)O)=O)=O)C=C1